O=C1NC(CC[C@@H]1N1C(C2=CC=C(C=C2C1)C1=NC=CC(=C1)CN1CC(C1)N(C(OC)=O)C)=O)=O methyl (S)-(1-((2-(2-(2,6-dioxopiperidin-3-yl)-1-oxoisoindolin-5-yl)pyridin-4-yl) methyl)azetidin-3-yl)(methyl)carbamate